P(=S)(OCC)(OCC)[S-] O,O-diethyl dithiophosphate